O[C@H](COC=1C=C(C=CC1)S(=O)(=O)NC)CN[C@H]1COC2(C1)CCN(CC2)S(=O)(=O)C2=CC1=C(OCCN1C)N=C2 3-((S)-2-hydroxy-3-((R)-8-(1-methyl-2,3-dihydro-1H-pyrido[2,3-b][1,4]oxazin-7-ylsulfonyl)-1-oxa-8-azaspiro[4.5]dec-3-ylamino)propoxy)-N-methylbenzenesulfonamide